7-azido-1-(methylsulfonyl)-2-heptyl succinimidyl carbonate C(OC(CS(=O)(=O)C)CCCCCN=[N+]=[N-])(ON1C(CCC1=O)=O)=O